CC(C)C(C)=NCCCCCCCC 2-methyl-3-(octylimino)butan